N1N=NC(=C1)CCCN1C(C2=CC=CC=C2C1CC1=NC=CC=C1Br)=O 2-(3-(1H-1,2,3-triazol-4-yl)propyl)-3-((3-bromopyridin-2-yl)methyl)isoindolin-1-one